chloromethyl 4-((di-tert-butoxyphosphoryl)oxy)butanoate C(C)(C)(C)OP(=O)(OC(C)(C)C)OCCCC(=O)OCCl